C(C(C)C)OC(C=CC1=CC=CC=C1)=O Cinnamic acid isobutyl ester